tert-butyl (R)-3-(6-(bis(4-methoxybenzyl)amino)-4-methylpyridin-2-yl)-4-chloro-1-morpholino-12-oxo-6a,7,9,10-tetrahydro-12H-pyrazino[2,1-c]pyrido[3,4-f][1,4]oxazepine-8(6H)-carboxylate COC1=CC=C(CN(C2=CC(=CC(=N2)C2=C(C3=C(C(N4[C@@H](CO3)CN(CC4)C(=O)OC(C)(C)C)=O)C(=N2)N2CCOCC2)Cl)C)CC2=CC=C(C=C2)OC)C=C1